COC1=C(C=C(C=C1)C=1OC=CC1C(=O)OC)[N+](=O)[O-] methyl 2-(4-methoxy-3-nitrophenyl)furan-3-carboxylate